2-((1-amino-8-oxo-5,6,7,8-tetrahydronaphthalen-2-yl)oxy)ethyl methacrylate C(C(=C)C)(=O)OCCOC1=C(C=2C(CCCC2C=C1)=O)N